4-((1s,4s)-7-azabicyclo[2.2.1]Heptane-7-carbonyl)-5-(4-(difluoromethyl)-6-(((S)-1,1,1-trifluorobutan-2-yl)amino)pyridin-3-yl)thiazole-2-carboxylic acid ethyl ester C(C)OC(=O)C=1SC(=C(N1)C(=O)N1C2CCC1CC2)C=2C=NC(=CC2C(F)F)N[C@H](C(F)(F)F)CC